FC1=C(C=CC(=C1)F)[C@](C(F)(F)C1=CC=C(C=N1)C1=CC=C(C=C1)C1CCN(CC1)C1=CC=C(C#N)C=C1)(CN1N=NN=C1)O (R)-4-(4-(4-(6-(2-(2,4-difluorophenyl)-1,1-difluoro-2-hydroxy-3-(1H-tetrazol-1-yl)propyl)pyridin-3-yl)phenyl)piperidin-1-yl)benzonitrile